FC=1C=C(CN2N=NC(=C2)C2CCN(CC2)CCC2=CC=CC=C2)C=CC1F 4-[1-(3,4-Difluoro-benzyl)-1H-[1,2,3]triazol-4-yl]-1-phenethyl-piperidine